(R)-5-(difluoromethyl)-3-((1-((2,4-dimethyl-6-oxo-1,6-dihydropyrimidin-5-yl)methyl)-4-(1-fluoroethyl)-6-oxo-1,6-dihydropyrimidin-5-yl)oxy)-2-methoxybenzonitrile FC(C=1C=C(C(=C(C#N)C1)OC)OC1=C(N=CN(C1=O)CC1=C(N=C(NC1=O)C)C)[C@@H](C)F)F